C(C1=CC=CC=C1)OC(=O)N1C(OCC1)C(C)(C)C 3-benzyloxycarbonyl-2-tert-butyl-1,3-oxazolidine